ClC1=C(C=C(N=N1)N1CC[C@H]2[C@@H]1CN(CC2)CC)C |r| rac-(3aS,7aR)-1-(6-chloro-5-methyl-pyridazin-3-yl)-6-ethyl-3,3a,4,5,7,7a-hexahydro-2H-pyrrolo[2,3-c]pyridine